C1(CCCC1)C1=NN2C(N(C(C3=C2N=C(C=C3)C(F)(F)F)=O)CC(=O)NC3=NC=C(C=C3)F)=C1 2-(2-Cyclopentyl-5-oxo-8-(trifluoromethyl)pyrazolo[1,5-a]pyrido[3,2-e]pyrimidin-4(5H)-yl)-N-(5-fluoropyridin-2-yl)acetamide